tert-butyl 4-[4-(4-{1-[(tert-butoxy)carbonyl]-1,2,3,6-tetrahydropyridin-4-yl}-3-fluorobenzamido)-2-fluoro-3-methylphenyl]-1,2,3,6-tetrahydropyridine-1-carboxylate C(C)(C)(C)OC(=O)N1CCC(=CC1)C1=C(C=C(C(=O)NC2=C(C(=C(C=C2)C=2CCN(CC2)C(=O)OC(C)(C)C)F)C)C=C1)F